[Cd+2].[Cl-].[K+].[Cl-].[Cl-] Potassium chloride cadmium